C(C)C([C@@H]1[C@H]([C@H]([C@@H](O1)N1C=NC=2C(N)=NC=NC12)S)O)O 5'-Ethylthioadenosine